COC=1C=C2C(=NC1)CN(C2)C(=O)OC methyl 3-methoxy-5,7-dihydropyrrolo[3,4-b]pyridine-6-carboxylate